Cl.Cl.COC(=O)[C@@H]1NCCN(C1)S(=O)(=O)C=1C=NC=CC1 (R)-4-(pyridin-3-ylsulfonyl)piperazine-2-carboxylic acid methyl ester dihydrochloride